1-bromo-N,4-dimethoxy-N-methyl-2-naphthamide BrC1=C(C=C(C2=CC=CC=C12)OC)C(=O)N(C)OC